1-Aminosulfonyl-2-carboxypyrrole NS(=O)(=O)N1C(=CC=C1)C(=O)O